methyltris-[ethyl-2-ethylhexyl]-ammonium C[N+](C(C(CCCC)CC)CC)(C(C(CCCC)CC)CC)C(C(CCCC)CC)CC